N=1SC(=C2C1C=CC=C2)C2=CCCN(C2)C(=O)OC(C)(C)C tert-Butyl 5-(benzo[c]isothiazol-3-yl)-3,6-dihydropyridine-1(2H)-carboxylate